N=1OC=C2C1C=CS2 thieno[3,2-c]isoxazole